3-(4-fluorophenyl)-1-(oxazolidin-2-yl)-1H-pyrazole FC1=CC=C(C=C1)C1=NN(C=C1)C1OCCN1